BrC=1C(=C(C=C(C1C(C1=C(C=CC(=C1)F)Cl)=O)[N+](=O)[O-])NS(=O)(=O)CCl)OC N-(3-bromo-4-(2-chloro-5-fluorobenzoyl)-2-methoxy-5-nitrophenyl)-1-chloromethanesulfonamide